FC=1C(=NC=C(C1)F)C1=NN=C(S1)C(=O)N1CC2=CC=CC=C2C(C1)C=1C=NN(C1C)C 5-(3,5-difluoro-2-pyridyl)-1,3,4-thiadiazol-2-yl-1-[4-(1,5-dimethylpyrazol-4-yl)-3,4-dihydro-1H-isoquinolin-2-yl]methanone